(S)-3-(2-oxo-1-(1-(pyridin-2-yl)ethyl)-1,2-dihydropyridin-4-yl)-1-(4-(trifluoromethyl)phenyl)-1H-indazole-6-carbonitrile O=C1N(C=CC(=C1)C1=NN(C2=CC(=CC=C12)C#N)C1=CC=C(C=C1)C(F)(F)F)[C@@H](C)C1=NC=CC=C1